C(CCCCCCCCCCC)(=O)[O-].[K+] potassium laurate